2-morpholinobenzo[d]oxazole-5-carbonitrile O1CCN(CC1)C=1OC2=C(N1)C=C(C=C2)C#N